2,6-dihydroxy-4-toluenesulfonic acid OC1=C(C)C(=CC(=C1)S(=O)(=O)O)O